[Na].C12(C(=O)CC(CC1)C2(C)C)CS(=O)(=O)O camphorsulfonic acid sodium